1-(4-(2-(2,4-diaminophenoxy)ethoxy)phenyl)-2-hydroxy-2-methylpropanol NC1=C(OCCOC2=CC=C(C=C2)C(C(C)(C)O)O)C=CC(=C1)N